Dimethyl(3-phenylindenyl)(tetramethylcyclopentadienyl)silane C[Si](C1(C(=C(C(=C1)C)C)C)C)(C1C=C(C2=CC=CC=C12)C1=CC=CC=C1)C